Methyl 7,8-dichloro-2-oxo-1,2,3,4,5,6-hexahydroazepino[4,5-b]indole-10-carboxylate ClC1=C(C=C(C=2C3=C(NC12)CCNC(C3)=O)C(=O)OC)Cl